3-chlorophenyl isocyanate ClC=1C=C(C=CC1)N=C=O